ClC1=CC=C(C=C1)C1=CC=2C=CC3=C(C2C2=C1C=CC=1OC([C@H](C12)P(C1=CC(=CC(=C1)OC)OC)(C1=CC(=CC(=C1)OC)OC)=O)[N+](=O)[O-])C=CC=C3 ((1S)-6-(4-chlorophenyl)-2-nitro-1,2-dihydrobenzo[5,6]phenanthro[3,4-b]furan-1-yl)bis(3,5-dimethoxyphenyl)phosphine oxide